2-[4-(2-Hydroxyethoxy)-3,5-dimethylphenyl]-5,7-dimethoxy-3H-quinazolin-4-one OCCOC1=C(C=C(C=C1C)C1=NC2=CC(=CC(=C2C(N1)=O)OC)OC)C